(E)-3-[4-(3-Azidopropoxy)-3-methoxyphenyl]-1-(2-hydroxyphenyl)prop-2-en-1-one N(=[N+]=[N-])CCCOC1=C(C=C(C=C1)/C=C/C(=O)C1=C(C=CC=C1)O)OC